2-fluoro-N-(6-(6-fluoro-5-methyl-7-(methylthio)-1H-indazol-4-yl)imidazo[1,2-a]pyrazin-2-yl)cyclopropane-1-carboxamide FC1C(C1)C(=O)NC=1N=C2N(C=C(N=C2)C2=C3C=NNC3=C(C(=C2C)F)SC)C1